4-(p-hydroxybenzylidene)-imidazolidin OC1=CC=C(C=C2NCNC2)C=C1